3-{2,2-dimethyl-8-[3-(trifluoromethyl)phenyl]benzopyran-6-yl}-N-(4-hydroxyphenyl)propanamide CC1(OC2=C(C=C1)C=C(C=C2C2=CC(=CC=C2)C(F)(F)F)CCC(=O)NC2=CC=C(C=C2)O)C